COC1=NC(=CN=C1OC)C#N 2,3-dimethoxy-6-cyanopyrazine